C1(CC1)C=1C=NN2C1N=C(C=C2)C2=CNC=1N=C(N=CC12)NC1CCC(CC1)(F)F 5-(3-cyclopropylpyrazolo[1,5-a]pyrimidin-5-yl)-N-(4,4-difluorocyclohexyl)-7H-pyrrolo[2,3-d]pyrimidin-2-amine